acrylamido-2-methylpropylphosphonic acid C(C=C)(=O)NC(C(C)C)P(O)(O)=O